C(C1=CC=CC=C1)N1CC2CCC(CC2C1)N 2-benzyl-octahydroisoindol-5-amine